C(CCCCCCC)[Sn](CCCCCCCC)(Cl)Cl dioctyl-tin Dichloride